N-[5-[5-(4-fluoro-1-piperidyl)-1,3-benzoxazol-2-yl]-8-(methylamino)-2,7-naphthyridin-3-yl]cyclopropanecarboxamide FC1CCN(CC1)C=1C=CC2=C(N=C(O2)C2=C3C=C(N=CC3=C(N=C2)NC)NC(=O)C2CC2)C1